The molecule is an L-tryptophan derivative having a chloro substituent at the 7-position. It is a L-tryptophan derivative, a 7-chlorotryptophan and a non-proteinogenic L-alpha-amino acid. It is an enantiomer of a 7-chloro-D-tryptophan. It is a tautomer of a 7-chloro-L-tryptophan zwitterion. C1=CC2=C(C(=C1)Cl)NC=C2C[C@@H](C(=O)O)N